2-(4-chloro-6-(3-chloro-4-(piperazin-1-yl)phenyl)-2H-indazol-2-yl)-2-(6,7-dihydro-5H-pyrrolo[1,2-c]Imidazol-1-yl)-N-(thiazol-2-yl)acetamide hydrochloride Cl.ClC=1C2=CN(N=C2C=C(C1)C1=CC(=C(C=C1)N1CCNCC1)Cl)C(C(=O)NC=1SC=CN1)C1=C2N(C=N1)CCC2